FC1=C(N=CC2=C1N=C(N=C2N2C[C@H]1CC[C@@H](C2)N1C(=O)OC(C)(C)C)C#CC12CCCN2CCC1)C1=CC=CC2=CC=CC(=C12)F (1R,5s)-tert-butyl 3-(8-fluoro-7-(8-fluoronaphthalen-1-yl)-2-((hexahydro-1H-pyrrolizin-7a-yl)ethynyl)pyrido[4,3-d]pyrimidin-4-yl)-3,8-diazabicyclo[3.2.1]octane-8-carboxylate